N-[3-fluoro-2-(pyrimidin-5-ylmethylamino)phenyl]-4-methyl-1,2,5-oxadiazole-3-carboxamide FC=1C(=C(C=CC1)NC(=O)C1=NON=C1C)NCC=1C=NC=NC1